F[P-](F)(F)(F)(F)F.N1=C(C=CC=C1)C1=NC=CC=C1 bipyridine hexafluorophosphate